ClC1=C(C(=C(C=C1)Cl)[S-])[S-].[K+].[K+] potassium 3,6-dichlorobenzene-1,2-bis(thiolate)